3-(8-(2-fluoro-4-iodophenylamino)-1-oxo-2,6-naphthyridin-2(1H)-yl)propylcarbamic acid tert-butyl ester C(C)(C)(C)OC(NCCCN1C(C2=C(C=NC=C2C=C1)NC1=C(C=C(C=C1)I)F)=O)=O